3-((2-(4,6-bis(trifluoromethyl)-1,3,5-triazin-2-yl)-6-chloro-2,3,4,9-tetrahydro-1H-pyrido[3,4-b]indol-1-yl)methyl)piperidin-2-one FC(C1=NC(=NC(=N1)C(F)(F)F)N1C(C=2NC3=CC=C(C=C3C2CC1)Cl)CC1C(NCCC1)=O)(F)F